N1=C(N=CC=C1)C1=C(C=CC=C1)C(=O)N1[C@@H]2[C@@H](C[C@H](C1)C2)OC2=NC=C(N=C2)C(F)(F)F (2-(pyrimidin-2-yl)phenyl)((1S,4R,6R)-6-((5-(trifluoromethyl)pyrazin-2-yl)oxy)-2-azabicyclo[2.2.1]heptan-2-yl)methanone